tert-butyl 6-((2,6-dioxopiperidin-3-yl)amino)-4-fluoro-2H-spiro[benzofuran-3,4'-piperidine]-1'-carboxylate O=C1NC(CCC1NC1=CC2=C(C(=C1)F)C1(CCN(CC1)C(=O)OC(C)(C)C)CO2)=O